Threonine-13C4 N[13C@@H]([13C@H](O)[13CH3])[13C](=O)O